4-amino-9,10-dihydrophenanthrene NC1=CC=CC=2CCC3=CC=CC=C3C12